BrC=1C(=CC(=C(C1)N(S(=O)(=O)C1=CC=C(C=C1)C)CC=C)C(=O)C1CC1)Cl N-(5-Bromo-4-chloro-2-cyclopropanecarbonylphenyl)-4-methyl-N-(prop-2-en-1-yl)benzenesulfonamide